OCC(C)N1C=NC2=C(C1=O)C=C(N=C2C=2C=NN(C2)C)C=2C=NN(C2)C 3-(1-hydroxypropan-2-yl)-6,8-bis(1-methyl-1H-pyrazol-4-yl)pyrido[3,4-d]pyrimidin-4(3H)-one